2-methyl-1-(4-(methylsulfanyl)phenyl)-2-morpholinopropan-1-one CC(C(=O)C1=CC=C(C=C1)SC)(C)N1CCOCC1